ClC1=CC=C(C[C@H]2CO[C@H](CN2C(=O)OC(C)(C)C)CSCC)C=C1 tert-butyl (2R,5S)-5-(4-chlorobenzyl)-2-((ethylthio)methyl)morpholine-4-carboxylate